C1(CC1)C1(CC1)N(C1=CC=CC=C1)C(CC1(CCN(CC1)C(N(C)C1=CC=C(C=C1)F)=O)C(=O)O)=O 4-[2-(N-(1-cyclopropylcyclopropyl)anilino)-2-oxo-ethyl]-1-[(4-fluorophenyl)-methyl-carbamoyl]piperidine-4-carboxylic acid